FC1(CN(CC[C@H]1NC1=NN2C(C(=N1)OC)=C(C=C2)C=2C=CC1=C(N(N=N1)C[C@@H](C)F)C2)S(=O)(=O)C)F N-((R)-3,3-difluoro-1-(methylsulfonyl)piperidin-4-yl)-5-(1-((R)-2-fluoropropyl)-1H-benzo[d][1,2,3]triazol-6-yl)-4-methoxypyrrolo[2,1-f][1,2,4]triazin-2-amine